ClC1=CC=CC=2N=C(OC21)N 7-chlorobenzo[d]oxazol-2-amine